C(C1=CC=CC=C1)OC=1C=C(C=C2C(N(C(S2)=S)CC(=O)O)=O)C=CC1OC {5-[3-(benzyloxy)-4-methoxybenzylidene]-4-oxo-2-thioxo-1,3-thiazolidin-3-yl}acetic acid